4-(2,6-dioxopiperidin-3-yl)benzoic acid O=C1NC(CCC1C1=CC=C(C(=O)O)C=C1)=O